ethyl 4,5-dibromothiophene-3-carboxylate BrC=1C(=CSC1Br)C(=O)OCC